CN1C2=C(C=3C=CC(=CC13)C=1C=CC(=NC1)N1CC(C1)OC1CCNCC1)C=NC=C2 5-[5-methyl-5H-pyrido[4,3-b]indol-7-yl]-2-[3-(piperidin-4-yloxy)azetidin-1-yl]pyridine